C(C)(C)(C)C1=C(C(=O)OOCCCC)C=CC=C1 butyl (tert-butyl peroxybenzoate)